BrC=1C(=C(C(=NC1)C)O)O 5-bromo-2-methylpyridine-3,4-diol